OCCNC(O[C@@H]1CC[C@H](CC1)C(N(C[C@@H]1CC[C@H](CC1)C1=NC(=C(C=C1)OC)C)C1=CC(=CC=C1)C1=CN=C(S1)C1CC1)=O)=O trans-4-((3-(2-Cyclopropylthiazol-5-yl)phenyl)((trans-4-(5-methoxy-6-methylpyridin-2-yl)cyclohexyl)methyl)carbamoyl)cyclohexyl (2-hydroxy ethyl)carbamate